4-[6-fluoro-2-(5-fluoro-2-pyridinyl)-6-(trifluoromethoxymethyl)-5,7-dihydro-4H-pyrazolo[1,5-a]pyridin-3-yl]-1H-pyrazolo[3,4-b]pyridine FC1(CCC=2N(C1)N=C(C2C2=C1C(=NC=C2)NN=C1)C1=NC=C(C=C1)F)COC(F)(F)F